(5-(thiazol-2-ylmethyl)pyridin-2-yl)propanamide S1C(=NC=C1)CC=1C=CC(=NC1)C(C(=O)N)C